2-({[7-(4-amino-3-chlorophenyl)-2-methoxynaphthalen-1-yl]amino}methyl)prop-2-enenitrile NC1=C(C=C(C=C1)C1=CC=C2C=CC(=C(C2=C1)NCC(C#N)=C)OC)Cl